C(C)(=O)N1[C@H]([C@H](CCC1)NS(N(C)C)(=O)=O)CO[C@@H]1CC[C@@H](CC1)C(C)C N'-(cis-1-acetyl-2-(((cis-4-isopropylcyclohexyl)oxy)methyl)-piperidin-3-yl)-N,N-dimethylsulfuric diamide